NC=1C=C(C=O)C(=CN1)Cl 2-AMINO-5-CHLOROISONICOTINALDEHYDE